FC1=CC(=C(C=C1C(F)(F)F)N1C(=NC2=CC=CC=C2C1=O)CN1[C@H](CN(CC1)C(=O)OC(C)(C)C)C)OC(C)C (S)-tert-butyl 4-((3-(4-fluoro-2-isopropoxy-5-(trifluoromethyl)phenyl)-4-oxo-3,4-dihydroquinazolin-2-yl)methyl)-3-methylpiperazine-1-carboxylate